C[C@@](C(=O)O)(CCCCNC(C)=O)N1N=NC(=C1)C1=C(C=CC=C1)CCC(=O)N[C@@H](C(=O)OC)CC1=CC=C(C=C1)OP(=O)(O)O.COC(CCCCC)=O hexanoic acid methyl ester (methyl (S)-6-acetamido-2-(4-(2-(3-(((R)-1-methoxy-1-oxo-3-(4-(phosphonooxy)phenyl)propan-2-yl)amino)-3-oxopropyl)phenyl)-1H-1,2,3-triazol-1-yl)hexanoate)